6-chloro-5-(6-((1S)-1-cyano-3-azabicyclo[3.1.0]hexan-3-yl)-2-methoxypyridin-3-yl)-1H-indole-3-carboxylic acid ClC1=C(C=C2C(=CNC2=C1)C(=O)O)C=1C(=NC(=CC1)N1C[C@@]2(CC2C1)C#N)OC